5-chloro-1'-(2-{1-[2-(mesyloxy)-1,1-dimethylethyl]-7-(trifluoromethyl)-1H-1,3-benzimidazol-5-yloxy}ethyl)spiro[indoline-3,4'-piperidin]-2-one ClC=1C=C2C(=CC1)NC(C21CCN(CC1)CCOC1=CC2=C(N(C=N2)C(COS(=O)(=O)C)(C)C)C(=C1)C(F)(F)F)=O